C(C)(C)(C)N(C(O)=O)[C@@H]1CC[C@H](CC1)NC=1C=2N(N=CC1C(N)=NC1=C(C=CC=C1CC)CC)C=C(C2)C2=C(C=C(C=C2)OC)C.[N+](=O)([O-])C=CN2CC1=CC=CC=C1C2 2-(2-nitrovinyl)isoindoline tert-butyl-[trans-4-[[3-[N'-(2,6-diethylphenyl)carbamimidoyl]-6-(4-methoxy-2-methylphenyl)pyrrolo[1,2-b]pyridazin-4-yl]amino]cyclohexyl]carbamate